C1(=CC=C(C=C1)C1=NC2=CC=CC=C2C(=C1)C(=O)O)C1=CC=CC=C1 2-([1,1'-biphenyl]-4-yl)quinoline-4-carboxylic acid